C(CCC)OC(C(CCC[C@H]1SCC2NC(NC21)=O)CCC(C)(S(=O)(=O)C2=CC=C(C)C=C2)C)=O 3-methyl-3-(p-toluenesulfonyl)butyl-5-((4R)-2-oxohexahydro-1H-thieno[3,4-d]imidazol-4-yl)pentanoic acid butyl ester